1-((2R,4R,5R)-5-(((tert-butyldimethylsilyl)oxy)methyl)-3,3-difluoro-4-((4-methoxyphenyl)diphenylmethoxy)tetrahydrofuran-2-yl)pyrimidine-2,4(1H,3H)-dione [Si](C)(C)(C(C)(C)C)OC[C@@H]1[C@H](C([C@@H](O1)N1C(NC(C=C1)=O)=O)(F)F)OC(C1=CC=CC=C1)(C1=CC=CC=C1)C1=CC=C(C=C1)OC